1-methyl-4-(1-methyl-1H-pyrazol-4-yl)-1,6-dihydro-2H-pyrido[3',2':6,7]azepino[4,3,2-cd]isoindol-2-one CN1C(C=2C=C(C=C3C2C1=CC1=C(N3)N=CC=C1)C=1C=NN(C1)C)=O